C[C@@H]1N(CC[C@@H]1NS(=O)(=O)C1=C(C=CC=C1)[N+](=O)[O-])C(=O)OC(C)(C)C tert-butyl (2S,3S)-2-methyl-3-[(2-nitrophenyl)sulfonylamino]pyrrolidine-1-carboxylate